4-(4-bromophenyl)-2,5,6-triphenylpyrimidine BrC1=CC=C(C=C1)C1=NC(=NC(=C1C1=CC=CC=C1)C1=CC=CC=C1)C1=CC=CC=C1